7-[4-[(5-Cyclopropyl-1H-pyrazol-3-yl)amino]pyrimidin-2-yl]-2,7-diazaspiro[3.5]nonane-2-carboxylic acid tert-butyl ester C(C)(C)(C)OC(=O)N1CC2(C1)CCN(CC2)C2=NC=CC(=N2)NC2=NNC(=C2)C2CC2